CC1=CC=C(C=C1)S(=O)(=O)OC1=NC=C(C=C1)Br 5-bromopyridin-2-yl 4-methylbenzenesulfonate